acetyl-arginine C(C)(=O)N[C@@H](CCCNC(N)=N)C(=O)O